(3R,4S)-3-Fluoro-1-(4-((5-isopropyl-8-(3-((methylsulfinyl)methyl)azetidin-1-yl)isoquinolin-3-yl)amino)pyrimidin-2-yl)-3-methylpiperidin-4-ol F[C@@]1(CN(CC[C@@H]1O)C1=NC=CC(=N1)NC=1N=CC2=C(C=CC(=C2C1)C(C)C)N1CC(C1)CS(=O)C)C